N[C@@H](CC(=O)O)C(=O)O.[Li] monolithium L-aspartic acid